3-cyclopropyl-4-(difluoromethoxy)-N-(2-(methylsulfonyl)pyridin-4-yl)-1-((tetrahydro-2H-pyran-4-yl)methyl)-1H-pyrazole-5-carboxamide C1(CC1)C1=NN(C(=C1OC(F)F)C(=O)NC1=CC(=NC=C1)S(=O)(=O)C)CC1CCOCC1